2-chloro-4-(methylsulfanyl)pyrimidine ClC1=NC=CC(=N1)SC